Cl.FC1=C(C(=CC=C1NS(=O)(=O)N1C[C@@H](CC1)F)F)C1=CC2=C(N=C(N=C2)NCCCC(=O)NC2CCNCC2)N(C1=O)C 4-[[6-[2,6-difluoro-3-[[(3R)-3-fluoropyrrolidin-1-yl]sulfonylamino]phenyl]-8-methyl-7-oxopyrido[2,3-d]pyrimidin-2-yl]amino]-N-piperidin-4-ylbutanamide hydrochloride